1-ETHYLPIPERIDINE-3-CARBALDEHYDE C(C)N1CC(CCC1)C=O